C(C)(C)(C)N1N=C(C(=C1C)O)C1=CC=C(C=C1)OC 1-(tert-Butyl)-3-(4-methoxyphenyl)-5-methyl-1H-pyrazol-4-ol